2-decyldiperoxybutane-1,4-dioic acid C(CCCCCCCCC)C(C(=O)OO)CC(=O)OO